(((1R,2S)-2-(ALLYLTHIO)CYCLOBUTYL)METHOXY)(TERT-BUTYL)DIPHENYLSILANE C(C=C)S[C@@H]1[C@H](CC1)CO[Si](C1=CC=CC=C1)(C1=CC=CC=C1)C(C)(C)C